glyceryl-pyroglutamic acid isostearate C(CCCCCCCCCCCCCCC(C)C)(=O)O.C(C(O)CO)N1[C@@H](CCC1=O)C(=O)O